(N-benzyl-2,4-bis(benzyloxy)-5-isopropylbenzamido)-5-(ethyl(tetrahydro-2H-pyran-4-yl)amino)-4-methyl-[1,1'-biphenyl]-3-carboxylate C(C1=CC=CC=C1)N(C(C1=C(C=C(C(=C1)C(C)C)OCC1=CC=CC=C1)OCC1=CC=CC=C1)=O)C1=C(C=C(C(=C1C(=O)[O-])C)N(C1CCOCC1)CC)C1=CC=CC=C1